N,N'-diethylguanidine sulfate S(=O)(=O)(O)O.C(C)NC(=N)NCC